[Si]([O-])([O-])([O-])[O-].[Cr+3].[Fe+2].[Ni+2] nickel iron chromium silicate